2-(4-cyanophenoxy)but-3-en-1-ol C(#N)C1=CC=C(OC(CO)C=C)C=C1